Triphenyl-{4-(trifluoromethyl)benzyl} bromide C1(=CC=CC=C1)C1=C(C(C2=CC=CC=C2)(C2=CC=CC=C2)Br)C=CC(=C1)C(F)(F)F